FC(C1=C(C=CC=C1)C=CC(=O)N)(F)F 3-(2-trifluoromethylphenyl)acrylamide